(S)-2-((2-((R)-4-(2-methoxyethyl)-2-carbonyloxazolidin-3-yl)-5,6-dihydrobenzo[f]imidazo[1,2-d][1,4]oxazepin-9-yl)amino)propanamide COCC[C@H]1N(C(OC1)=C=O)C=1N=C2N(CCOC3=C2C=CC(=C3)N[C@H](C(=O)N)C)C1